Cl.N(=NC(C(=N)N)(C)C)C(C(=N)N)(C)C azobis(2-methylpropionamidine) hydrochloride